BrC1=CC(=C(N)C(=C1)C(F)(F)F)F 4-Bromo-2-fluoro-6-(trifluoromethyl)aniline